C1(=CC=CC=C1)C(CC(=O)O)NC1[C@@H]2CN(C[C@H]12)CCCC1=NC=2NCCCC2C=C1 3-Phenyl-3-(((1R,5S,6s)-3-(3-(5,6,7,8-tetrahydro-1,8-naphthyridin-2-yl)propyl)-3-azabicyclo[3.1.0]hex-6-yl)amino)propionic acid